O1C(C1)COC1=CC=C(C=C1)C1=C(C(=O)O)C=CC(=C1)OCCCC.C(CCC)OC1=CC=C(C(=O)OC2=CC=C(C=C2)OCC2OC2)C=C1 4-(oxiran-2-ylmethoxy)phenyl 4-butoxybenzoate (4-(oxiran-2-ylmethoxy)phenyl 4-butoxybenzoate)